N(=[N+]=[N-])CCOCCOCCOCCOCCOCCOCC 20-azido-3,6,9,12,15,18-hexaoxaeicosane